3-(3-Amino-4-nitrophenyl)propan-1,2-diol NC=1C=C(C=CC1[N+](=O)[O-])CC(CO)O